Cobalt-diammonium salt [NH4+].[NH4+].[Co+2]